C(C)OC(=C)C1=NN(C2=CC=C(C=C12)[N+](=O)[O-])COCC[Si](C)(C)C 3-(1-ethoxyvinyl)-5-nitro-1-((2-(trimethylsilyl)ethoxy)methyl)-1H-indazole